Cl.NCC(=O)O L-glycine monohydrochloride